ClC1=C(C(=NC(=C1)Cl)C(=O)OC)I methyl 4,6-dichloro-3-iodopicolinate